CC1=C(C(=C(C1([Hf](C1(C=CC2=CC=3CC(CC3C=C12)(C)C)CC(C)(C)C)(C)C)C)C)C)C Pentamethylcyclopentadienyl-dimethyl-(1-neopentyl-6,6-dimethyl-1,5,6,7-tetrahydro-s-indacenyl)hafnium